C1(=CCCCC1)C=1C(=NN2C1N=C(C(=C2OC)C2=CC=C(C=C2)OC)NC2=NC=NS2)C2=CC=CC=C2 N-(3-(cyclohex-1-en-1-yl)-7-methoxy-6-(4-methoxyphenyl)-2-phenylpyrazolo[1,5-a]pyrimidin-5-yl)-1,2,4-thiadiazol-5-amine